ClC[C@H]1OC(OC1)(C)C (S)-4-(chloromethyl)-2,2-dimethyl-1,3-dioxolane